1-[4-(Trifluoromethoxy)phenyl]cyclopropanecarbonyl chloride FC(OC1=CC=C(C=C1)C1(CC1)C(=O)Cl)(F)F